N-((1S)-(7-(Cyclopropyl(4,4,4-trifluorobutanamido)methyl)imidazo[1,2-a]pyrimidin-2-yl)(4,4-difluorocyclohexyl)methyl)-1-(3,3,3-trifluoropropyl)-1H-pyrazole-3-carboxamide C1(CC1)C(C1=NC=2N(C=C1)C=C(N2)[C@@H](NC(=O)C2=NN(C=C2)CCC(F)(F)F)C2CCC(CC2)(F)F)NC(CCC(F)(F)F)=O